COC1=C(C2=C(C=N1)N=C(N2CC2=CC=C(C=N2)S(=O)(=O)N)C)C2=CC=CC=C2 6-((6-methoxy-2-methyl-7-phenyl-1H-imidazo[4,5-c]pyridin-1-yl)methyl)pyridine-3-sulfonamide